ClC=1C=C2C(=NC=NC2=C(C1)C(F)(F)F)N(C)[C@@H](C)C=1N(N=CN1)C=1N=NC(=CC1)OCC 6-chloro-N-[(1S)-1-[2-(6-ethoxypyridazin-3-yl)-1,2,4-triazol-3-yl]ethyl]-N-methyl-8-(trifluoromethyl)quinazolin-4-amine